Br\C=C\OCC trans-1-bromo-2-ethoxyethylene